CN(C1(CCOCC1)CNC(=O)N1CC2=CC=C(C=C2C1)F)C 5-Fluoro-1,3-dihydro-isoindole-2-carboxylic acid (4-dimethylamino-tetrahydro-pyran-4-ylmethyl)-amide